arachidyl-eicosadienoic acid C(CCCCCCCCCCCCCCCCCCC)C(C(=O)O)=CC=CCCCCCCCCCCCCCCC